dodecyl 3-((4-((3-(bis(2-hydroxyethyl)amino)propyl)amino)-3-(2-hexyldecanamido)-4-oxobutyl)thio)propanoate OCCN(CCCNC(C(CCSCCC(=O)OCCCCCCCCCCCC)NC(C(CCCCCCCC)CCCCCC)=O)=O)CCO